C=1(C(=CC=CC1)C(=O)[O-])C(=O)[O-].[Zr+4].NC=1C=C(C=C(C(=O)NCC(CO)O)C1)C(=O)NCC(CO)O.C=1(C(=CC=CC1)C(=O)[O-])C(=O)[O-] 5-Amino-N1,N3-bis(2,3-dihydroxypropyl)isophthalamide zirconium benzenedicarboxylate